4-(1-(pyridin-3-yl)ethoxy)aniline N1=CC(=CC=C1)C(C)OC1=CC=C(N)C=C1